N-{2,3-dimethoxy-6H,7H,8H,9H-cyclohexa[b]1,5-naphthyridin-10-yl}-1-(oxolan-3-yl)piperidin-4-amine COC=1N=C2C(=C3C(=NC2=CC1OC)CCCC3)NC3CCN(CC3)C3COCC3